5-amino-6-(3-hydroxy-2,6-dimethylphenyl)-2-(2,2,2-trifluoroethyl)-3-(trifluoromethyl)-2,6-dihydropyrrolo[2,3-c]pyrazole-4-carboxamide NC1=C(C=2C(=NN(C2C(F)(F)F)CC(F)(F)F)N1C1=C(C(=CC=C1C)O)C)C(=O)N